OCCOC1=CC=C(C=C1)C(C)(C)C1=CC=C(C=C1)OCCO 2,2-Bis[4-(2-hydroxyethoxy)phenyl]propane